ClC=1N=C2C(=C(C(N(C2=CC1)C)=O)C#N)N1CCN(CC1)CC1=C(C=CC=C1C)O 6-chloro-4-{4-[(2-hydroxy-6-methylphenyl)methyl]piperazin-1-yl}-1-methyl-2-oxo-1,2-dihydro-1,5-naphthyridine-3-carbonitrile